(4-(3-Methoxythioazetidin-3-yl)phenyl)(4-(4-(trifluoromethyl)phenyl)piperidin-1-yl)methanone COSC1(CNC1)C1=CC=C(C=C1)C(=O)N1CCC(CC1)C1=CC=C(C=C1)C(F)(F)F